BrC1=CC=C(C=C1)N1N=NC2=C1C(=C(C(=C2)F)OC)F 1-(4-bromophenyl)-5,7-difluoro-6-methoxy-1H-benzo[d][1,2,3]triazole